C(C)(=O)OC(NC1=NC(=CC=C1)COCCC1=CC(=C(C(=C1)C1=NC=C(C=N1)OC)OC)N)C(C)(C)C tert-Butyl(6-((3-amino-4-methoxy-5-(5-methoxypyrimidin-2-yl)phenylethoxy)methyl)pyridin-2-yl)aminomethyl Acetate